mercury-thallium [Tl].[Hg]